5-fluoro-N-isopropyl-N-(2-methoxyethyl)benzamide FC=1C=CC=C(C(=O)N(CCOC)C(C)C)C1